2-(4-chloro-3-fluorophenoxy)-N-(3-{[4-(morpholin-4-yl)pyridin-2-yl]amino}bicyclo[1.1.1]pent-1-yl)acetamide ClC1=C(C=C(OCC(=O)NC23CC(C2)(C3)NC3=NC=CC(=C3)N3CCOCC3)C=C1)F